2-(1H-imidazol-1-yl)-N-(3-methylpiperidin-4-yl)isonicotinamide dihydrochloride Cl.Cl.N1(C=NC=C1)C=1C=C(C(=O)NC2C(CNCC2)C)C=CN1